ICCCCCCCC iodon-octane